ditert-butylammonium 4,10-bis(methoxycarbonyl)perylene-3,9-dicarboxylate COC(=O)C=1C2=C(C=CC=3C=4C=CC(=C5C(=CC=C(C(=CC1)C23)C54)C(=O)[O-])C(=O)OC)C(=O)[O-].C(C)(C)(C)[NH2+]C(C)(C)C.C(C)(C)(C)[NH2+]C(C)(C)C